[Al].[Mg] Magnesium-Aluminium